2-(2,4-difluorophenyl)-N-[(3S)-9-fluoro-2-oxo-5-phenyl-1,3-dihydro-1,4-benzodiazepine-3-yl]-6,7-dihydro-5H-pyrazolo[5,1-b][1,3]Oxazine-3-carboxamide FC1=C(C=CC(=C1)F)C1=NN2C(OCCC2)=C1C(=O)N[C@@H]1C(NC2=C(C(=N1)C1=CC=CC=C1)C=CC=C2F)=O